4-(2-((1-(6-((2-amino-2-oxo-1-phenylethyl)thio)-3,5-dicyano-4-ethylpyridin-2-yl)piperidin-4-yl)amino)-2-oxoethyl)-N-(2-aminophenyl)benzamide NC(C(C1=CC=CC=C1)SC1=C(C(=C(C(=N1)N1CCC(CC1)NC(CC1=CC=C(C(=O)NC2=C(C=CC=C2)N)C=C1)=O)C#N)CC)C#N)=O